O=C1N(C(C=C1)=O)CCNC(C(=O)O)C ((2-(2,5-dioxo-2,5-dihydro-1H-pyrrol-1-yl)ethyl)amino)-propionic acid